NC1(CCOCC1)C1=CC=C(C=C1)\C=N\S(=O)C(C)(C)C N-{(E)-[4-(4-Aminotetrahydro-2H-pyran-4-yl)phenyl]Methylene}-2-methylpropane-2-sulfinamide